ClC=1C(=C(NC2=C(C(=O)O)C=CC=C2)C=CC1)C=1C=CC2=C(CCO2)C1 2-(3-chloro-2-(2,3-dihydrobenzofuran-5-yl)anilino)benzoic acid